CN(C=1N=NC(=C2C1C=NC=C2)C2=C(C=C(C=C2)C(F)(F)F)O)[C@H]2CNCCC2 2-(4-{methyl[(3R)-piperidin-3-yl]amino}pyrido[3,4-d]pyridazin-1-yl)-5-(trifluoromethyl)phenol